DIMETHYL-2,6-OCTADIENAL CC=CCCC(=C(C)C=O)C